1-benzyl-N-(3-fluoro-2-(trifluoromethyl)benzyl)piperidine-4-carboxamide C(C1=CC=CC=C1)N1CCC(CC1)C(=O)NCC1=C(C(=CC=C1)F)C(F)(F)F